ClC1=CC=C(C=C1)CC1(CCN(CC1)C=1C2=C(N=CN1)NC=C2)N 4-[(4-chlorophenyl)methyl]-1-(7H-pyrrolo[2,3-d]pyrimidin-4-yl)-4-piperidinamine